C(#N)C1=NC=CC(=C1C1=CC=C2C(=CN(C2=C1)CC(C)(C)C)[C@@H](C(F)F)NS(=O)(=O)C1CC1)C(F)F (S)-N-(1-(6-(2-cyano-4-(difluoromethyl)pyridin-3-yl)-1-neopentyl-1H-indol-3-yl)-2,2-difluoroethyl)cyclopropanesulfonamide